ClC1=C(C=CC=C1Cl)C=1C(=NC(=NC1C)C1C2=CC=CC=C2C(C12CCNCC2)=O)C#N 5-(2,3-dichlorophenyl)-6-methyl-2-[3-oxo-1H-spiro[indene-2,4-piperidin]-1-yl]pyrimidine-4-carbonitrile